O[C@H]1C[C@H](OC2=C1C=C(C=C2)C(F)(F)F)C(=O)NC21CC(C2)(C1)N1N=CC(=C1)C1=NC=C(C=C1)OC(F)(F)F (2S,4S)-4-hydroxy-N-(3-{4-[5-(trifluoromethoxy)pyridin-2-yl]-1H-pyrazol-1-yl}bicyclo[1.1.1]pentan-1-yl)-6-(trifluoromethyl)-3,4-dihydro-2H-1-benzopyran-2-carboxamide